1-(6,7-dihydro-5H-benzo[6,7]cyclohepta[1,2-c]pyridazin-3-yl)-N3-(6-(4-(pyrrolidin-1-yl)piperidin-1-yl)-5-methylpyridin-3-yl)-1H-1,2,4-triazole-3,5-diamine N1=NC(=CC2=C1C1=C(CCC2)C=CC=C1)N1N=C(N=C1N)NC=1C=NC(=C(C1)C)N1CCC(CC1)N1CCCC1